Cl.NCCNC1=CC=C(C=N1)C1=C(N(C=C1)S(N)(=O)=O)C(=O)O [6-(2-Aminoethylamino)-3-pyridyl]-1-sulfamoyl-pyrrole-2-carboxylic acid, hydrochloride